4-((tert-butyldiphenylsilyl)oxy)-5-oxoazepane-1-carboxylic acid benzyl ester C(C1=CC=CC=C1)OC(=O)N1CCC(C(CC1)=O)O[Si](C1=CC=CC=C1)(C1=CC=CC=C1)C(C)(C)C